trimethoxybenzylidenepentanedione tert-Butyl-5-(3-((5-(3-fluorophenyl)pyrimidin-2-yl)amino)benzamido)isoindoline-2-carboxylate C(C)(C)(C)OC(=O)N1CC2=CC=C(C=C2C1)NC(C1=CC(=CC=C1)NC1=NC=C(C=N1)C1=CC(=CC=C1)F)=O.COC(CC(C(C=CC1=CC=CC=C1)=O)=O)(OC)OC